P(O)(=O)(OP(=O)(O)OP(=O)(O)O)OC[C@@H]1[C@H]([C@H]([C@@H](O1)N1C(=O)N=C(NC(CCCCC)=O)C=C1)O)O N4-caproyl-cytidine triphosphate